FC=1C=CC=C2[C@H](C3(CCNCC3)C(C12)C(=O)OC(C)(C)C)N[S@](=O)C(C)(C)C tert-butyl (3S)-7-fluoro-3-{[(R)-2-methylpropane-2-sulfinyl]amino}-1,3-dihydrospiro[indene-2,4'-piperidine]-1-carboxylate